ethyl (3S)-3-amino-3-(2,4-difluoro-2',5,6'-trimethyl-3'-(trifluoromethyl)-[1,1'-biphenyl]-3-yl)propanoate N[C@@H](CC(=O)OCC)C=1C(=C(C=C(C1F)C)C1=C(C(=CC=C1C)C(F)(F)F)C)F